C(CCCCCCCCCCC)OC(CCC(C)=O)=O 4-oxopentanoic acid dodecyl ester